C(C)(C)(C)OC(=O)N(C=1SC(=C(N1)C(=O)OCC)C[C@@H](CO)C)C ethyl 2-{[(tert-butoxy)carbonyl](methyl)amino}-5-[(2S)-3-hydroxy-2-methylpropyl]-1,3-thiazole-4-carboxylate